NCCCOC=1C=C(C=CC1)[C@@H](C(=O)N[C@@H](C(=O)NCC1=CC=C(C=C1)O)CCCN\C(=N/C(NCCNC(CC)=O)=O)\N)N1CC2=CC=CC=C2C1 (R)-2-((S)-2-(3-(3-aminopropoxy)phenyl)-2-(isoindolin-2-yl)acetamido)-N-(4-hydroxybenzyl)-5-((Z)-2-((2-propionamidoethyl)carbamoyl)guanidino)pentanamide